C(C)C1=NN(C(C(=C1C1=CC(=CC=C1)F)C)=O)CC(=O)NC1=NC=NC=C1F 2-[3-ethyl-4-(3-fluorophenyl)-5-methyl-6-oxopyridazin-1-yl]-N-(5-fluoropyrimidin-4-yl)acetamide